tert-butyl (S)-6-diazo-2-((S)-2-(2-(dimethylamino)acetamido)-4-methylpentanamido)-5-oxohexanoate [N+](=[N-])=CC(CC[C@@H](C(=O)OC(C)(C)C)NC([C@H](CC(C)C)NC(CN(C)C)=O)=O)=O